1,2-disilylcyclopentasilane [SiH3][SiH]1[SiH]([SiH2][SiH2][SiH2]1)[SiH3]